3-[(2S,3S)-2-Amino-3-methylpentyl]-3-(4-hexylphenyl)-1-[(1S)-1-phenylethyl]urea N[C@H](CN(C(N[C@@H](C)C1=CC=CC=C1)=O)C1=CC=C(C=C1)CCCCCC)[C@H](CC)C